2-(4-(2-(4-hydroxy-3-methoxyphenyl)acetyl)piperazin-1-yl)phenylacrylamide OC1=C(C=C(C=C1)CC(=O)N1CCN(CC1)C1=C(C=CC=C1)C(C(=O)N)=C)OC